7-(N-decyl-4-(dimethylamino)butyrylamino)-2-fluorohexadecanoic acid pentadec-8-yl ester CCCCCCCC(CCCCCCC)OC(C(CCCCC(CCCCCCCCC)N(CCCCCCCCCC)C(CCCN(C)C)=O)F)=O